C1(CC1)C1=NC(=CC(=N1)C(=O)O)CN1CC(C1)(C)F 2-cyclopropyl-6-((3-fluoro-3-methylazetidin-1-yl)methyl)-pyrimidine-4-carboxylic acid